[Te]1C(=CC=C1)CCO 2-(tellurophen-2-yl)ethan-ol